Cl.C1(CC1)N1N=CC(=C1C(F)(F)F)N cyclopropyl-5-(trifluoromethyl)-1H-pyrazol-4-amine hydrochloride